methyl 2-(5-chloropyridin-2-yl)-4,6-dimethylpyrimidine-5-carboxylate ClC=1C=CC(=NC1)C1=NC(=C(C(=N1)C)C(=O)OC)C